{9-[(2,3-difluorophenyl)methyl]-5-carbamoylcarbazole-4-yl}oxoacetic acid FC1=C(C=CC=C1F)CN1C2=CC=CC(=C2C=2C(=CC=CC12)C(C(=O)O)=O)C(N)=O